FC=1C=C(C=C(C1)C(F)(F)F)C1=NN(C=N1)C1=C(N=CN1C)[N+](=O)[O-] 3-(3-fluoro-5-(trifluoromethyl)phenyl)-1-(1-methyl-4-nitro-1H-imidazol-5-yl)-1H-1,2,4-triazole